N-(2-(bis(methyl-d3)amino)pyridin-3-yl)-5-bromo-N-(2-methoxy-5-methyl-4-(4-methylpiperazin-1-yl)phenyl)pyrimidine-2,4-diamine C([2H])([2H])([2H])N(C1=NC=CC=C1N(C1=NC=C(C(=N1)N)Br)C1=C(C=C(C(=C1)C)N1CCN(CC1)C)OC)C([2H])([2H])[2H]